4-fluoro-N-[4-fluoro-5-(6-morpholin-4-ylpyridin-2-yl)-2-[(3R)-3,4-dimethylpiperazin-1-yl]phenyl]-2-(trifluoromethyl)benzamide FC1=CC(=C(C(=O)NC2=C(C=C(C(=C2)C2=NC(=CC=C2)N2CCOCC2)F)N2C[C@H](N(CC2)C)C)C=C1)C(F)(F)F